FC=1C=CC(=C(C1)N1N=C(C=2C=NC(=CC21)NC2=NC=CN=C2OC)C)OC 1-(5-Fluoro-2-methoxyphenyl)-N-(3-methoxypyrazin-2-yl)-3-methyl-1H-pyrazolo[4,3-c]pyridin-6-amine